C(CC)(=O)NC(CS(=O)(=O)O)(C)C 2-propionamido-2-methylpropanesulfonic Acid